NC(C(=O)O)(CCCCB(O)O)C1CC(C1)N 2-amino-2-(3-aminocyclobutyl)-6-boronohexanoic acid